5-(2-Cyclopropyl-7H-pyrrolo[2,3-d]pyrimidin-5-yl)-N,N-dimethylpyrazolo[1,5-a]pyridine-3-carboxamide C1(CC1)C=1N=CC2=C(N1)NC=C2C2=CC=1N(C=C2)N=CC1C(=O)N(C)C